C(C1=CC=CC=C1)C=1SC2=C(N1)CC[C@@]1([C@H]3CC[C@]4([C@H]([C@@H]3CC[C@H]12)CC[C@@H]4O)C)C (5aR,5bS,7aS,8S,10aS,10bR,12aR)-2-benzyl-5a,7a-dimethyl-5,5a,5b,6,7,7a,8,9,10,10a,10b,11,12,12a-tetradecahydro-4H-cyclopenta[7,8]phenanthro[2,1-d]thiazol-8-ol